1-Cyano-N-(6-(3,5-dimethylisoxazol-4-yl)benzo[d]thiazol-2-yl)azetidine-3-carboxamide C(#N)N1CC(C1)C(=O)NC=1SC2=C(N1)C=CC(=C2)C=2C(=NOC2C)C